9-(p-tolyl)-10-(p-tolylsulfinyl)phenanthrene C1(=CC=C(C=C1)C=1C2=CC=CC=C2C=2C=CC=CC2C1S(=O)C1=CC=C(C=C1)C)C